FC=1C=C(C=CC1F)NC(C1=CC(=C(C=C1)F)C(C(=O)N1CCC(CC1)O)O)=O N-(3,4-difluorophenyl)-4-fluoro-3-(1-hydroxy-2-(4-hydroxypiperidin-1-yl)-2-oxoethyl)benzamide